N=C1NC2=C(N1CC(C)(O)C)C=CC=C2 1-(2-imino-3H-1,3-benzodiazol-1-yl)-2-methylpropan-2-ol